salicylic anilide C(C=1C(O)=CC=CC1)(=O)NC1=CC=CC=C1